N-(4'-((2-(1,1-difluoroethyl)-6-methylpyrimidin-4-yl)amino)-5-(dimethylphosphoryl)-[2,3'-bipyridin]-6'-yl)acetamide FC(C)(F)C1=NC(=CC(=N1)NC1=C(C=NC(=C1)NC(C)=O)C1=NC=C(C=C1)P(=O)(C)C)C